(1R,S)-2-(5-formylfuran-2-yl)cyclopropane-1-carboxylic acid C(=O)C1=CC=C(O1)[C@@H]1[C@@H](C1)C(=O)O